C1(CC1)C([C@@H](C(=O)NC=1C=NC(=C(C1)O)C=1C(=NNC1C)C)NC(=O)C=1N(N=CC1)CC)C1CC1 N-[(1S)-1-(dicyclopropylmethyl)-2-[[6-(3,5-dimethyl-1H-pyrazol-4-yl)-5-hydroxy-3-pyridyl]amino]-2-oxo-ethyl]-2-ethyl-pyrazole-3-carboxamide